N-(4-((R)-2-(3,4-dichlorophenyl)propyl)-6-(((R)-1-hydroxy-4-methylpent-2-yl)amino)-1,3,5-triazin-2-yl)methanesulfonamide ClC=1C=C(C=CC1Cl)[C@@H](CC1=NC(=NC(=N1)N[C@@H](CO)CC(C)C)NS(=O)(=O)C)C